C1(CC1)C=1SC2=C(N(C(N=C2N(C)C)=O)C2=CC(=CC=C2)OCC2=NC=CC=C2)N1 2-cyclopropyl-7-(dimethylamino)-4-[3-(pyridin-2-ylmethoxy)phenyl]-[1,3]thiazolo[4,5-d]pyrimidin-5-one